ClC1=C(C=CC=C1)N1C(C2=CC(=C(C=C2[C@H](C1)C(C)C)N1N=C(N(C1=O)CC)CO)F)=O |o1:15| (R*)-2-(2-Chlorophenyl)-6-(4-ethyl-3-(hydroxymethyl)-5-oxo-4,5-dihydro-1H-1,2,4-triazol-1-yl)-7-fluoro-4-isopropyl-3,4-dihydroisoquinolin-1(2H)-one